(6-bromopyridin-2-yl)-7-methoxy-6-(1-(tetrahydro-2H-pyran-2-yl)-1H-pyrazol-4-yl)imidazo[1,2-b]pyridazine BrC1=CC=CC(=N1)C=1N=C2N(N=C(C(=C2)OC)C=2C=NN(C2)C2OCCCC2)C1